C(/C1=CC=CC=C1)=C/1\C(N\C(\C(N1)=O)=C/C=1N=CNC1C(C)(C)C)=O (3z,6z)-3-benzylidene-6-{[5-(2-methyl-2-propyl)-1H-imidazol-4-yl]methylene}-2,5-piperazinedione